CN1N=CC=C1C1=C2C=C(N=CC2=C(N=C1)NC)NC(=O)C1CC1 N-(5-(1-methyl-1H-pyrazol-5-yl)-8-(methylamino)-2,7-naphthyridin-3-yl)cyclopropanecarboxamide